C(OCC)(=S)S[C@H](CCC=1C=NC(=CC1)Cl)N1C(C2=CC=CC=C2C1=O)=O |r| (±)-S-(3-(6-chloropyridin-3-yl)-1-(1,3-dioxoisoindolin-2-yl)propyl) O-ethyl carbonodithioate